2-[2-(propan-2-yl)-4-(trifluoromethyl)imidazo[1,2-a]1,8-naphthyridin-8-yl]-1,3,4-oxadiazole CC(C)C=1C=C(C=2C=CC=3N(C2N1)C=C(N3)C=3OC=NN3)C(F)(F)F